CC(C)CNCCN n-isobutylethane-1,2-diamine